C(C)(C)(C)OC(NCCCN1N=C(C(=C1)[N+](=O)[O-])OC)=O [3-(3-methoxy-4-nitro-pyrazol-1-yl)propyl]carbamic acid tert-butyl ester